FC=1C=C(C=CC1)C=1C(OC2=C(C1C)C=C(C=C2)O)C2=CC=C(C=C2)OC[C@H](C)N2C[C@@H](CC2)C 3-(3-fluorophenyl)-4-methyl-2-(4-((S)-2-((R)-3-methylpyrrolidin-1-yl)propoxy)phenyl)-2H-benzopyran-6-ol